C1(CC1)N1C(C(=CC(=C1)CNCCOC)C(=O)NC1=NC(=CC(=C1)C1=C(C=C(C=C1)F)C1=NN=CN1C)C1CC1)=O 1-cyclopropyl-N-[6-cyclopropyl-4-[4-fluoro-2-(4-methyl-1,2,4-triazol-3-yl)phenyl]pyridin-2-yl]-5-[(2-methoxyethylamino)methyl]-2-oxopyridine-3-carboxamide